NC[C@H](C)NC(=O)N1CCN(CC1)C(C1=C(C=C(C=C1)NC=1C=2N(C=CN1)C(=CN2)C2=C(CC(C=C2)(OC)F)Cl)C)=O N-[(2S)-1-aminopropan-2-yl]-4-[4-[[3-(2-chloro-4-fluoro-4-methoxyphenyl)imidazo[1,2-a]pyrazin-8-yl]amino]-2-methylbenzoyl]piperazine-1-carboxamide